COC12C(C3=CC=CC=C3C=C1)S2 2-methoxynaphthalene sulfide